C(C1=CC=CC=C1)OC(=O)NC[C@H](C(=O)OC)F methyl (2R)-3-{[(benzyloxy)carbonyl]amino}-2-fluoropropanoate